4-(thiophene-2-yl)butyric acid S1C(=CC=C1)CCCC(=O)O